FC1=CC2=CN(N=C2C(=C1)C(=O)N)C1=CC(=C(C=C1)[C@@H]1CNCCC1)F 5-fluoro-2-{3-fluoro-4-[(3R)-piperidin-3-yl]phenyl}-2H-indazole-7-carboxamide